C(C)(C)(C)OC(=O)N1CC(N(C2=C1C=NC=1C=C(C(=CC21)F)OC)CC2=C(C=C(C=C2F)SCC2=CC=CC=C2)F)=O.CO[Si](CCCCCCCCCC[Si](OC)(OC)OC)(OC)OC 1,10-bis(trimethoxysilyl)decane tert-butyl-1-(4-(benzylthio)-2,6-difluorobenzyl)-9-fluoro-8-methoxy-2-oxo-2,3-dihydropyrazino[2,3-c]quinoline-4(1H)-carboxylate